ClC=1N=C(C2=C(N1)N(C=C2)S(=O)(=O)C2=CC=C(C)C=C2)C2=CN(C1=C(C=CC=C21)C)C 2-Chloro-4-(1,7-dimethyl-1H-indol-3-yl)-7-tosyl-7H-pyrrolo[2,3-d]pyrimidine